FC=1C=C(C=CC1)C1=CC(=CC=C1)C[C@@H]1N(CC[C@@H]1NS(=O)(=O)C)C(=O)N1C(CC1)C N-((2S,3S)-2-((3'-fluorobiphenyl-3-yl)methyl)-1-((2-methylazetidin-1-yl)carbonyl)pyrrolidin-3-yl)methanesulfonamide